(3,4-epoxycyclohexyl)ethyl-dimethoxysilane 2-(((5-(Dimethylamino)pentanoyl)oxy)methyl)-2-((oleoyloxy)methyl)propane-1,3-diyl-dioleate CN(CCCCC(=O)OCC(CCCCCCCCC\C=C/CCCCCCCC(=O)O)(CCCCCCCCC\C=C/CCCCCCCC(=O)O)COC(CCCCCCC\C=C/CCCCCCCC)=O)C.C1(CC2C(CC1)O2)CC[SiH](OC)OC